benzyl 4-(1-(tert-butoxycarbonyl)azetidin-3-yl)-1,4-diazepane-1-carboxylate C(C)(C)(C)OC(=O)N1CC(C1)N1CCN(CCC1)C(=O)OCC1=CC=CC=C1